FC(OC1=CC(=C(C=C1F)N(CC1=CC=C(C=C1)OC)CC1=CC=C(C=C1)OC)F)F 4-Difluoromethoxy-2,5-difluorophenyl-bis-(4-methoxybenzyl)amine